O=C1NC(CCC1N1C(C2=CC=C3C(=C2C1)OCC31CCN(CCC1)C(=O)OC(C)(C)C)=O)=O tert-butyl 7'-(2,6-dioxopiperidin-3-yl)-6'-oxo-7',8'-dihydro-2'H,6'H-spiro[azepane-4,3'-furo[2,3-e]isoindole]-1-carboxylate